2,3,5,6-Tetraaminopyridine phosphate P(=O)(O)(O)O.NC1=NC(=C(C=C1N)N)N